tert-butyl (S)-3-(4-hydroxybenzyl)morpholine-4-carboxylate OC1=CC=C(C[C@@H]2N(CCOC2)C(=O)OC(C)(C)C)C=C1